BrC=1C=C2CC(C(C2=CC1)O)C 5-bromo-2-methyl-2,3-dihydro-1H-indene-1-ol